C(C)(=O)N[C@H]1[C@@H](C=C(C[C@@H]1NCC1=NOC(=N1)C1=CC2=CC=CC=C2C=C1)C(=O)O)OC(CC)CC (3R,4R,5S)-4-acetylamino-5-(((5-(naphthalen-2-yl)-1,2,4-oxadiazol-3-yl)methyl)amino)-3-(pent-3-yloxy)cyclohex-1-ene-1-carboxylic acid